COC1=C2C(=C3CCN(C3=C1)C(=O)N)C=CN2 4-methoxy-7,8-dihydro-3H-pyrrolo[3,2-e]indole-6-carboxamide